(2-Bromo-4-(hydroxymethyl)-6-nitrophenyl)-D-alanine methyl ester COC([C@H](NC1=C(C=C(C=C1[N+](=O)[O-])CO)Br)C)=O